N4-(4-(2,6-dimethylmorpholino)phenyl)adamantane-1,4-diamine CC1OC(CN(C1)C1=CC=C(C=C1)NC1C2CC3(CC(CC1C3)C2)N)C